2-phenyl-3-(piperazinomethyl)imidazo[1,2-a]pyridine C1(=CC=CC=C1)C=1N=C2N(C=CC=C2)C1CN1CCNCC1